C(C1=CC=CC=C1)OC=1C=CC2=C(B(OC2CNC(OC(C)(C)C)=O)O)C1 tert-butyl ((6-(benzyloxy)-1-hydroxy-1,3-dihydrobenzo[c][1,2]oxaborol-3-yl)methyl)carbamate